O1CCN(CCC1)S(=O)(=O)C=1C=C(C=CC1C)NC(CN1N=CC(=C(C1=O)Cl)Cl)=O N-(3-((1,4-oxazepan-4-yl)sulfonyl)-4-methylphenyl)-2-(4,5-dichloro-6-oxopyridazin-1(6H)-yl)acetamide